N-(2-(4,4-difluoropiperidin-1-yl)-6-methylpyrimidin-4-yl)-4-iodo-2-(6-azaspiro[2.5]octan-6-yl)benzamide FC1(CCN(CC1)C1=NC(=CC(=N1)NC(C1=C(C=C(C=C1)I)N1CCC2(CC2)CC1)=O)C)F